FC=1C=C2C=C(C=NC2=CC1)\C=C\C(CCCCC1=NC=2NCCCC2C=C1)O (E)-1-(6-fluoroquinolin-3-yl)-7-(5,6,7,8-tetrahydro-1,8-naphthyridin-2-yl)hept-1-en-3-ol